2-hydroxy-propyl-propylene OC(CC=CC)C